ClC=1C=C(CNC2=NC(=NC3=CC=C(C=C23)C=2C(=NOC2C)C)C(=O)NCC=2C=NC=CC2)C=CC1 4-((3-chlorobenzyl)amino)-6-(3,5-dimethylisoxazol-4-yl)-N-(pyridin-3-ylmethyl)quinazoline-2-carboxamide